C1(CC1)COC1=C(C=C(C=C1F)F)C([2H])([2H])N (2-(cyclopropylmethoxy)-3,5-difluorophenyl)methyl-d2-amine